BrC=1N=C2C(=C(C(N(C2=CC1)C)=O)C#N)N(C)C1CCCCC1 6-bromo-4-[cyclohexyl-(methyl)amino]-1-methyl-2-oxo-1,2-dihydro-1,5-naphthyridine-3-carbonitrile